FC1=CC=C(C=CC2=C(C=CC=C2)OCOC)C=C1 4-fluorostyryl-1-(methoxymethoxy)benzene